4-[tert-butyl-(dimethyl)silyl]oxy-N-(7-fluoro-2-formyl-indan-5-yl)-1-methyl-pyrrolidine-2-carboxamide C(C)(C)(C)[Si](OC1CC(N(C1)C)C(=O)NC=1C=C2CC(CC2=C(C1)F)C=O)(C)C